2-[(2E)-2-(aminomethyl)-3-fluoroprop-2-en-1-yl]-4-(5-[(3-aminophenyl)ethynyl]thiophen-2-ylmethyl)-2,4-dihydro-3H-1,2,4-triazol-3-one hydrochloride Cl.NC/C(/CN1N=CN(C1=O)CC=1SC(=CC1)C#CC1=CC(=CC=C1)N)=C\F